tert-butyl 4-chloro-3-(2-ethoxy-2-oxo-ethoxy)-5-[3-[[1-[(2-fluoro-5-nitro-phenyl)methylsulfonyl]-2,2-dimethyl-4-piperidyl]amino]phenyl]thiophene-2-carboxylate ClC=1C(=C(SC1C1=CC(=CC=C1)NC1CC(N(CC1)S(=O)(=O)CC1=C(C=CC(=C1)[N+](=O)[O-])F)(C)C)C(=O)OC(C)(C)C)OCC(=O)OCC